COC1=C(C(=CC(=C1)C)C)C1=CC=C2C=CC(=NC2=N1)C1CN(CC1)C(C)=O 1-[3-[7-(2-methoxy-4,6-dimethyl-phenyl)-1,8-naphthyridin-2-yl]pyrrolidin-1-yl]ethanone